naphtho[1',2':4,5]furo[3,2-d]pyrimidine C1=CC=CC=2C=CC3=C(C4=NC=NC=C4O3)C12